(trifluoromethyl)-[3,3'-bipyridin] FC(F)(F)C1=NC=CC=C1C=1C=NC=CC1